COC1=CC2=C(N(C3=C(C=C2)C=CC=C3)CC3=CC=C(C(=O)OC)C=C3)C=C1 methyl 4-((2-methoxy-5H-dibenzo[b,f]azepin-5-yl)methyl)benzoate